1-(2-(dimethylamino)ethyl)-N1-methyl-N4-(4-(1-methyl-1H-indol-3-yl)-5-(trifluoromethyl)pyrimidin-2-yl)benzene-1,2,4-triamine CN(CCC1(C(C=C(C=C1)NC1=NC=C(C(=N1)C1=CN(C2=CC=CC=C12)C)C(F)(F)F)N)NC)C